6-[4-(2-FLUOROPHENOXY)-3-ISOPROPYLIMIDAZO[4,5-C]PYRIDIN-6-YL]-1-[(1S,3S)-3-(PIPERIDIN-1-YL)CYCLOBUTYL]SPIRO[INDOLE-3,4'-PIPERIDIN]-2-ONE FC1=C(OC2=NC(=CC3=C2N(C=N3)C(C)C)C3=CC=C2C(=C3)N(C(C23CCNCC3)=O)C3CC(C3)N3CCCCC3)C=CC=C1